amyl-aluminum hydride C(CCCC)[AlH2]